N-(1-(1-(4-(trifluoromethyl)phenyl)-1H-pyrazolo[3,4-b]pyridin-3-yl)pyrrolidin-3-yl)propiolamide FC(C1=CC=C(C=C1)N1N=C(C=2C1=NC=CC2)N2CC(CC2)NC(C#C)=O)(F)F